ClC1=CC(=C(C(=C1)F)C1([C@H](CNC[C@H]1C)C)O)F (3S,4s,5R)-4-(4-chloro-2,6-difluorophenyl)-3,5-dimethylpiperidin-4-ol